1-(2-(4-methyl-5-phenyl-1H-imidazol-2-yl)piperidin-1-yl)-2-(methylthio)-propan-1-one CC=1N=C(NC1C1=CC=CC=C1)C1N(CCCC1)C(C(C)SC)=O